1,3-dibromo-5-(cyclopropylmethoxy)benzene BrC1=CC(=CC(=C1)OCC1CC1)Br